C(#N)C1=C(C=C(C=C1)NC(OC1=CC=CC=C1)=O)OCCN1CCOCC1 phenyl (4-cyano-3-(2-morpholinoethoxy)phenyl)carbamate